CC1=CC=C(C=C1)C=CC(=O)N 3-(4-methylphenyl)acrylamide